6,7-dichloro-2-methyl-3-(1-tetrahydropyran-2-ylpyrazol-4-yl)-1H-indole ClC1=CC=C2C(=C(NC2=C1Cl)C)C=1C=NN(C1)C1OCCCC1